BrC1=CC=CC=2N(C(N(C21)C)=O)C2C(NC(CC2)=O)=O 3-(4-bromo-3-methyl-2-oxobenzimidazol-1-yl)piperidine-2,6-dione